chloro-4-ethyl-6-(5-oxo-1,4-diazepan-1-yl)pyridine-3,5-dicarbonitrile ClC1=NC(=C(C(=C1C#N)CC)C#N)N1CCNC(CC1)=O